COC=1C=C2CN(CC2=CC1)C1=NC=CC(=N1)C1=NC=CC(=N1)/C=C/C1=C2C(=NC=C1)NC=C2 (E)-4-(2-(2'-(5-Methoxyisoindolin-2-yl)-[2,4'-bipyrimidin]-4-yl)vinyl)-1H-pyrrolo[2,3-b]pyridine